C(#N)NC1CC(C1)C(=O)NC1=C(N=C(S1)C1CCCCC1)C (1r,3r)-3-(cyanoamino)-N-(2-cyclohexyl-4-methyl-1,3-thiazol-5-yl)cyclobutane-1-carboxamide